N-(5-((3-((1-hydroxypropan-2-yl)amino)-1H-pyrazolo[3,4-b]pyridin-4-yl)oxy)pyridin-2-yl)-3-oxo-2,3-dihydropyridazine-4-carboxamide OCC(C)NC1=NNC2=NC=CC(=C21)OC=2C=CC(=NC2)NC(=O)C=2C(NN=CC2)=O